Cl.C1NCC12CCN(CC2)C2=NC=CC(=N2)NC2=NC=CC(=C2Cl)SC=2N=CC(=NC2)N2CCC1([C@@H]([C@@H](OC1)C)N)CC2 (3S,4S)-8-(5-((2-((2-(2,7-diazaspiro[3.5]non-7-yl)pyrimidin-4-yl)amino)-3-Chloropyridin-4-yl)thio)pyrazin-2-yl)-3-methyl-2-oxa-8-azaspiro[4.5]decane-4-amine hydrochloride